C(CCCCCCCCCCCCCCCCC)N[C@@H](CC(=O)O)C(=O)O.[K] potassium stearyl-aspartic acid